(R)-1-phenylethyl (1-hydroxy-7-methyl-1,3-dihydrobenzo[c][1,2]oxaborole-6-carbonyl)-L-valinate OB1OCC2=C1C(=C(C=C2)C(=O)N[C@@H](C(C)C)C(=O)O[C@H](C)C2=CC=CC=C2)C